O[C@@H]1C[C@H](N(C1)CCCCCC(OCCCCCCCCCCC)=O)C(=O)OCCCCCCCC(=O)OC(CCCCCCCC)CCCCCCCC [8-(1-octylnonoxy)-8-oxo-octyl] (2S,4R)-4-hydroxy-1-(6-oxo-6-undecoxy-hexyl)pyrrolidine-2-carboxylate